(S)-4-(2,4-difluorophenoxy)-N-(7-(3-hydroxy-3-methylbut-1-yn-1-yl)-5-methyl-4-oxo-2,3,4,5-tetrahydrobenzo[b][1,4]oxazepin-3-yl)pyridineamide FC1=C(OC2=CC(=NC=C2)C(=O)N[C@@H]2C(N(C3=C(OC2)C=CC(=C3)C#CC(C)(C)O)C)=O)C=CC(=C1)F